5-(4-bromo-1-methyl-2-(tetrahydro-2H-pyran-4-yl)-1H-imidazol-5-yl)pyrimidine BrC=1N=C(N(C1C=1C=NC=NC1)C)C1CCOCC1